BrC=1N=CN(C1)CC(CNC(OC(C)(C)C)=O)O[Si](C)(C)C(C)(C)C tert-butyl (3-(4-bromo-1H-imidazol-1-yl)-2-((tert-butyldimethylsilyl)oxy) propyl)carbamate